4-(benzoxazolin-2-one-5-yl)-N2-(4-trifluoromethoxyphenyl)-5-methylpyrimidine-2,4-diamine trifluoroacetate FC(C(=O)O)(F)F.O1C(NC2=C1C=CC(=C2)C2(NC(=NC=C2C)NC2=CC=C(C=C2)OC(F)(F)F)N)=O